FC1=C(C(=CC=C1)F)C1=NC=2C(=NNC2C=2C=C(N=CC2N1)C#CC1(CCOCC1)OC)C 8-(2,6-difluorophenyl)-13-[2-(4-methoxytetrahydropyran-4-yl)ethynyl]-5-methyl-3,4,7,9,12-pentazatricyclo[8.4.0.02,6]tetradeca-1(10),2(6),4,7,11,13-hexaene